NC=1SC=2C(=NC=C(N2)C=2C=CC(N(C2)C)=O)N1 5-(2-aminothiazolo[4,5-b]pyrazin-6-yl)-1-methylpyridine-2(1H)-one